6-bromo-N-(3-((1s,3s)-3-methyl-1-(4-methyl-4H-1,2,4-triazol-3-yl)cyclobutyl)phenyl)quinoline-8-carboxamide BrC=1C=C2C=CC=NC2=C(C1)C(=O)NC1=CC(=CC=C1)C1(CC(C1)C)C1=NN=CN1C